Sodium ((6,7-dihydro-5H-pyrazolo[5,1-b][1,3]oxazin-3-yl)sulfonyl)((1',5',6',7'-tetrahydro-2'H-spiro[cyclopropane-1,3'-dicyclopenta[b,e]pyridin]-8'-yl)carbamoyl)amide N1=CC(=C2OCCCN21)S(=O)(=O)[N-]C(NC2=C1C(=NC3=C2CCC3)C3(CC1)CC3)=O.[Na+]